The molecule is a dithiocarbamate anion resulting from the deprotonation of the thiol group of metam. It has a role as a profungicide, a proherbicide, a proinsecticide and a pronematicide. It is an organosulfur insecticide and a member of dithiocarbamate anions. It is a conjugate base of a metam. CNC(=S)[S-]